C(C)(=O)OCC1=C(C(=NC(=N1)Cl)N1C[C@@H](N(CC1)C(=O)[O-])CC#N)[N+](=O)[O-] (S)-4-(6-(acetoxymethyl)-2-Chloro-5-nitropyrimidin-4-yl)-2-(cyanomethyl)piperazine-1-carboxylate